C(C)(=O)OC1=C(C(=C2C(CC(OC2=C1)C1=CC=C(C=C1)OC(C)=O)=O)O)CC=C(CC)CC Acetic acid 4-[7-acetoxy-6-(3-ethyl-pent-2-enyl)-5-hydroxy-4-oxo-chroman-2-yl]-phenyl Ester